6-[2-(4-Chlorophenyl)-5-(ethylsulfanyl)-1-methyl-1H-imidazol-4-yl]-7-methyl-3-(trifluoromethyl)-7H-imidazo[4,5-c]pyridazine ClC1=CC=C(C=C1)C=1N(C(=C(N1)C1=NC2=C(N=NC(=C2)C(F)(F)F)N1C)SCC)C